2-methyl-4-(1-tetrahydropyran-2-yl-3-vinyl-indazol-5-yl)-5-(2-triisopropylsilylethynyl)pyrazol-3-ol CN1N=C(C(=C1O)C=1C=C2C(=NN(C2=CC1)C1OCCCC1)C=C)C#C[Si](C(C)C)(C(C)C)C(C)C